2-[2-(octane-2-yloxy)ethoxy]ethane-1-ol CC(CCCCCC)OCCOCCO